1-(4-Bromo-2-nitrophenyl)-2,2,2-trifluoroethan-1-ol BrC1=CC(=C(C=C1)C(C(F)(F)F)O)[N+](=O)[O-]